1,1,2,2,2-pentamethyldisilane C[SiH]([Si](C)(C)C)C